ClC(C(=O)O)(C1=CC=CC=C1)C1=CC=CC=C1 chlorodiphenylacetic acid